C(CCCCCCCCC(=O)O)(=O)O.C(CCCCCCCCCCC)(O)O dodecanediol sebacate